2-{4-[(4-isopropyl-phenyl)-(2,2,2-trifluoro-ethyl)-amino]-phenoxy}-pyrido[3,4-d]pyrimidin-4-ol C(C)(C)C1=CC=C(C=C1)N(C1=CC=C(OC=2N=C(C3=C(N2)C=NC=C3)O)C=C1)CC(F)(F)F